C(C)(C)(C)[C@]1(COCC2=C1NC(C1=C2C=C(S1)C1=C(C=NC=C1)C)=O)O (S)-4-(tert-butyl)-4-hydroxy-8-(3-methylpyridin-4-yl)-1,3,4,5-tetrahydro-6H-pyrano[4,3-b]Thieno[3,2-d]Pyridin-6-one